The molecule is an N-alkylpiperazine that consists of piperazine bearing 2-bis(4-fluorophenyl)methoxy]ethyl and 3-phenylpropyl groups at positions 1 and 4 respectively. Potent, competitive inhibitor of dopamine uptake (Ki = 1 nM for inhibition of striatal dopamine uptake). Has > 100-fold lower affinity for the noradrenalin and 5-HT uptake carriers. Also a potent sigma ligand (IC50 = 48 nM). Centrally active following systemic administration. It has a role as a dopamine uptake inhibitor. It is a N-alkylpiperazine, an organofluorine compound, a tertiary amino compound and an ether. It is a conjugate base of a vanoxerine(2+). C1CN(CCN1CCCC2=CC=CC=C2)CCOC(C3=CC=C(C=C3)F)C4=CC=C(C=C4)F